phenyl-[3-(trifluoromethyl)phenyl]iodonium trifluoromethanesulfonate FC(S(=O)(=O)[O-])(F)F.C1(=CC=CC=C1)[I+]C1=CC(=CC=C1)C(F)(F)F